tert-butyl (E)-4-(2-(N-((1,2,3,5,6,7-hexahydro-s-indacen-4-yl)carbamoyl) sulfamoyl)vinyl)-piperidine-1-carboxylate C1CCC2=C(C=3CCCC3C=C12)NC(=O)NS(=O)(=O)/C=C/C1CCN(CC1)C(=O)OC(C)(C)C